4-(2-((1-azabicyclo[2.2.1]heptan-7-yl)methoxy)-4-((1R,5S)-3,8-diazabicyclo[3.2.1]octan-3-yl)-8-fluoropyrido[4,3-d]pyrimidin-7-yl)-5-ethynyl-6-fluoronaphthalen-2-ol N12CCC(CC1)C2COC=2N=C(C1=C(N2)C(=C(N=C1)C1=CC(=CC2=CC=C(C(=C12)C#C)F)O)F)N1C[C@H]2CC[C@@H](C1)N2